[Si](C)(C)(C(C)(C)C)OCCN1CC2=CC=C(C=C2C1)N 2-((t-Butyldimethylsilanyloxy)ethyl)isoindoline-5-amine